C(C)(C)(C)OC(=O)NC1CCN(CC1)CCCCNC(OCC1=CC=CC=C1)=O benzyl (4-(4-((tert-butoxycarbonyl)amino)piperidin-1-yl)butyl)carbamate